S(O)(O)(=O)=O.CNC(O)=N methyl-isourea bisulfate